1,4-dicyanooxy-2,4-dimethylbenzene C(#N)OC1=C(CC(C=C1)(C)OC#N)C